tert-butyl-1,7-diazaspiro[4.5]decane-7-carboxylate C(C)(C)(C)OC(=O)N1CC2(CCCN2)CCC1